Bicyclo[2.2.1]hept-5-en-2-yl-(t-butoxy)dimethoxysilane tert-butyl-4-(4,4,5,5-tetramethyl-1,3,2-dioxaborolan-2-yl)-1H-indazole-1-carboxylate C(C)(C)(C)OC(=O)N1N=CC2=C(C=CC=C12)B1OC(C(O1)(C)C)(C)C.C12C(CC(C=C1)C2)[Si](OC)(OC)OC(C)(C)C